FC1(OC2=C(O1)C=CC(=C2)NC2=NC=C(C(=C2)N2C=C(C=C2)C(=O)NC(CO)C2=CC=CC=C2)C)F 1-(2-((2,2-difluorobenzo[d][1,3]dioxol-5-yl)-amino)-5-methyl-pyridin-4-yl)-N-(2-hydroxy-1-phenyl-ethyl)-1H-pyrrole-3-carboxamide